C(C1=CC=CC=C1)C=1C=NC(=NC1)N1CCN(CC1)C=1C=NN2C1C=CC(=C2)C=2C=NN(C2)CCOC 3-[4-(5-Benzylpyrimidin-2-yl)piperazin-1-yl]-6-[1-(2-methoxyethyl)-1H-pyrazol-4-yl]pyrazolo[1,5-a]pyridine